C(CCCC)[Si](OCCCCC)(OCCCCC)OCCCCC n-pentyltri(n-pentoxy)silane